5,7-dichloro-2-[1-(propan-2-yl)-1H-pyrazol-4-yl][1,2,4]triazolo[1,5-c]quinazoline ClC1=NC=2C(=CC=CC2C=2N1N=C(N2)C=2C=NN(C2)C(C)C)Cl